5-cyclopropyl-3-(2,6-dichlorophenyl)-4-((((2S,4R)-2-methylpiperidin-4-yl)oxy)methyl)-isoxazole C1(CC1)C1=C(C(=NO1)C1=C(C=CC=C1Cl)Cl)CO[C@H]1C[C@@H](NCC1)C